5-[2-amino-9-[(3-methyl-4-nitro-phenyl)methyl]purin-6-yl]pyridine-3-carbonitrile NC1=NC(=C2N=CN(C2=N1)CC1=CC(=C(C=C1)[N+](=O)[O-])C)C=1C=C(C=NC1)C#N